BrC1=CC(=C2C=C(N(C2=C1)S(=O)(=O)C1=CC=CC=C1)CNC(=O)C1(CC1)C)F N-((6-bromo-4-fluoro-1-(phenylsulfonyl)-1H-indol-2-yl)methyl)-1-methylcyclopropane-1-carboxamide